7,10-dimethyl-5-oxo-1,3,4,5-tetrahydro-2H-chromeno[3,4-c]pyridine CC1=CC=C(C2=C1OC(C=1CNCCC12)=O)C